OC(C(=O)N)C(CO)(C)C 2,4-dihydroxy-3,3-dimethylbutanamide